FC=1C=C(C(=O)N)C=C(C1)F 3,5-difluorobenzamide